FC1=CC=C(C=C1)CC(=O)N1CCN(CC1)C1=C(C=CC=C1)/C=C/C(=O)NO (E)-3-(2-(4-(2-(4-fluorophenyl)acetyl)piperazin-1-yl)phenyl)-N-hydroxyacrylamide